N-[3-[1-[[4-[5-(difluoromethyl)-1,3,4-oxadiazol-2-yl]-2,5-difluorophenyl]methyl]triazol-4-yl]phenyl]morpholine-4-carboxamide FC(C1=NN=C(O1)C1=CC(=C(C=C1F)CN1N=NC(=C1)C=1C=C(C=CC1)NC(=O)N1CCOCC1)F)F